(R)-2-methyl-N4-(1-methyl-3-(6-methylpyridin-3-yl)-1H-pyrazol-5-yl)-N1-((S)-11-oxo-2,3,10,11-tetrahydro-1H,5H-benzo[d]pyrazolo[1,2-a][1,2]diazepin-10-yl)succinamide C[C@@H](C(=O)N[C@H]1C2=C(CN3N(C1=O)CCC3)C=CC=C2)CC(=O)NC2=CC(=NN2C)C=2C=NC(=CC2)C